OCC1=NC(=CC2=C1CNC2)N2[C@@H](CCC2)C (R)-4-(hydroxymethyl)-6-(2-methylpyrrolidin-1-yl)-2,3-dihydro-1H-pyrrolo[3,4-c]pyridine